P1(OC2=C(C=C(C=C2C(C)(C)C)C(C)(C)C)C(C2=C(C(=CC(=C2)C(C)(C)C)C(C)(C)C)O1)Cl)[O-] chloro-2,2'-methylenebis(4,6-di-tert-butylphenyl) phosphite